C(C)C=1C=C(C=C)C=CC1 3-ethylstyrene